BrC1=CC2=C(C=3N(CC(O2)C)C(=C(N3)I)I)C=C1 9-bromo-2,3-diiodo-6-methyl-5,6-dihydrobenzo[f]imidazo[1,2-d][1,4]oxazepine